(S)-2-((5-bromopyrimidin-4-yl)amino)-4-((3,3-difluoropropyl)(4-(5,6,7,8-tetrahydro-1,8-naphthyridin-2-yl)butyl)amino)butanoic acid BrC=1C(=NC=NC1)N[C@H](C(=O)O)CCN(CCCCC1=NC=2NCCCC2C=C1)CCC(F)F